2-(2-methylpyridin-3-yl)acetonitrile CC1=NC=CC=C1CC#N